ClC1=CC=C(OCC(=O)N2CCN(CC2)CC2=NC3=CC=CC=C3C(N2C2=C(C=CC(=C2)C(CN2CCN(CC2)C2=CC=CC=C2)=O)OC(C)C)=O)C=C1 2-((4-(2-(4-chlorophenoxy)acetyl)piperazin-1-yl)methyl)-3-(2-isopropoxy-5-(2-(4-phenylpiperazin-1-yl)acetyl)phenyl)quinazolin-4(3H)-one